FC1=C(C(=O)N[C@@H](C(=O)N2CCC3(C(C(N(C3=O)C)=O)C3=CC=C(C=C3)C)CC2)C(C)C)C=C(C=C1)C(F)(F)F 2-fluoro-N-((2R)-3-methyl-1-(2-methyl-1,3-dioxo-4-(p-tolyl)-2,8-diazaspiro[4.5]decan-8-yl)-1-oxobutan-2-yl)-5-(trifluoromethyl)benzamide